OC(C)C1=C2C=C(C(=NC2=CC(=C1)C)C#N)C1=CC=C(C=C1)OCCOC 5-(1-hydroxyethyl)-3-(4-(2-methoxyethoxy)phenyl)-7-methylquinoline-2-carbonitrile